2,4,6-trimethyl-N-[(1R)-1-phenylethyl]-benzylamine CC1=C(CN[C@H](C)C2=CC=CC=C2)C(=CC(=C1)C)C